2-[4-(chloromethyl)phenyl]-3-fluoro-6-methylpyridine ClCC1=CC=C(C=C1)C1=NC(=CC=C1F)C